5-(3-aminobut-1-yn-1-yl)-2-chloro-N,N-di-ethylaniline NC(C#CC=1C=CC(=C(N(CC)CC)C1)Cl)C